CC1=CC(=NO1)C(=O)NC=1SC(=C(N1)C)S(=O)(=O)N1CCN(CC1)C[C@H](C)NC=1C2=C(N=CN1)C(=CS2)C(F)(F)F 5-methyl-N-[4-methyl-5-({4-[(2S)-2-{[7-(trifluoromethyl)thieno[3,2-d]pyrimidin-4-yl]amino}propyl]piperazin-1-yl}sulfonyl)-1,3-thiazol-2-yl]-1,2-oxazole-3-carboxamide